diacetyl-furoic acid C(C)(=O)C=1C(=C(OC1)C(=O)O)C(C)=O